CN1N=NC2=C1C=CC(=C2C)C(CC(=O)OCC)C=2C=C(C1=C(C=CS1)C2)CN2C[C@@H](OC1=C(C2)N=C(C=C1)O)C(F)(F)F ethyl 3-(1,4-dimethyl-1H-benzotriazol-5-yl)-3-(7-{[(2R)-7-hydroxy-2-(trifluoromethyl)-2,3-dihydropyrido[2,3-f][1,4]oxazepin-4(5H)-yl]methyl}-1-benzothiophen-5-yl)propanoate